O1[C@H]2[C@@H](NC(C1)=O)CNCC2 (-)-(4aS,8aR)-4a,5,6,7,8,8a-Hexahydro-4H-pyrido[4,3-b][1,4]oxazin-3-one